CC=1C=C(N)C=CC1OC1=CC2=C(N(N=N2)C)C=C1 3-methyl-4-((1-methyl-1H-benzo[d][1,2,3]triazol-5-yl)oxy)aniline